CN1N=C2C(=N1)C=C(C(=C2)NC(=O)N2CCC=1C2=NC=CC1N1C[C@H](NCC1)C)C (R)-N-(2,6-dimethyl-2H-benzo[d][1,2,3]triazol-5-yl)-4-(3-methylpiperazin-1-yl)-2,3-dihydro-1H-pyrrolo[2,3-b]pyridine-1-carboxamide